C1(CCCCC1)CCC(=O)NC=1C=C(C=CC1)NC1=C(C=C(C(=O)N=C2NCCCN2)C=C1)C 4-{[3-(3-cyclohexylpropanamido)phenyl]amino}-N-(1,3-diazinan-2-ylidene)-3-methylbenzamide